C12(C(CC(CC1)C2)CN)CN bicyclo[2.2.1]heptane-dimethylamine